C[Nd]C dimethyl-Neodymium